N[C@H](C(=O)N1[C@@H](C[C@H](C1)O)C(=O)NCC1=C(C=C(C=C1)C#C)F)C(C)(C)C (2S,4R)-1-((S)-2-amino-3,3-dimethylbutanoyl)-N-(4-ethynyl-2-fluorobenzyl)-4-hydroxypyrrolidine-2-carboxamide